The molecule is a macrolide consisting resulting from the formal lactonisation of the carboxy group of (2E,4E,6R,7S,8S,10E,12E,14S,15R,16S,17R,18S)-18-[(2R,4R,5S,6R)-4-{[(2E)-3-carboxyprop-2-enoyl]oxy}-2-hydroxy-5,6-dimethyltetrahydro-2H-pyran-2-yl]-7,15,17-trihydroxy-14-methoxy-2,4,6,8,10,16-hexamethylnonadeca-2,4,10,12-tetraenoic acid with the hydroxy group at position 15. It is active against SV40 tumour cells, and inhibits the growth of solid tumour-derived cell lines such as DLD-1 human colon cancer cells with increased cells in G1 and S phases. It has a role as an antimicrobial agent, an antineoplastic agent and a bacterial metabolite. It is a macrolide, a cyclic hemiketal, a member of oxanes, a secondary alcohol, an enoate ester, an alpha,beta-unsaturated monocarboxylic acid and an ether. C[C@H]1C/C(=C/C=C/[C@@H]([C@H](OC(=O)/C(=C/C(=C/[C@H]([C@H]1O)C)/C)/C)[C@@H](C)[C@H]([C@H](C)[C@]2(C[C@H]([C@H]([C@H](O2)C)C)OC(=O)/C=C/C(=O)O)O)O)OC)/C